ClC1=CC(=C(C(=C1)F)N1CCC(CC1)(O)COC1=NC2=CC=CC=C2N=C1)F 1-(4-chloro-2,6-difluorophenyl)-4-((quinoxalin-2-yloxy)methyl)piperidin-4-ol